FC1=CC(=C(OC2=C(C(=O)NC3=C(C=CC=C3)/C=C/C(=O)OC)C=CC=C2)C=C1)OC methyl (E)-3-(2-(2-(4-fluoro-2-methoxyphenoxy)benzamido)phenyl)acrylate